(S)-N-(4-chloro-2-fluorobenzyl)-5-fluoro-8-methylene-5,6,7,8-tetrahydroquinoline-5-carboxamide ClC1=CC(=C(CNC(=O)[C@]2(C=3C=CC=NC3C(CC2)=C)F)C=C1)F